FC1=C(C=C(C=C1)N=C=O)C(F)(F)F 4-fluoro-3-(trifluoromethyl)phenyl isocyanate